C1(=CC=C(C=C1)N(C1=CC=C(C=C1)C1=CC(=CC=C1)N1C2=CC=CC=C2C=2C=CC=CC12)C1=CC=CC=C1)C1=CC=CC=C1 N-[1,1'-biphenyl]-4-yl-3'-9H-carbazol-9-yl-N-phenyl-[1,1'-biphenyl]-4-amine